FC1=C(C=CC=C1)C1=C(C=C2CNC(C2=C1)=O)OCC1=NN(C=C1)C 6-(2-fluorophenyl)-5-((1-methyl-1H-pyrazol-3-yl)methoxy)isoindolin-1-one